N-(3-((2-((3-chloro-1-methyl-1H-pyrazol-4-yl)amino)-5-(3-fluoro-5-methoxyphenyl)pyrimidin-4-yl)amino)-4-fluorophenyl)acrylamide ClC1=NN(C=C1NC1=NC=C(C(=N1)NC=1C=C(C=CC1F)NC(C=C)=O)C1=CC(=CC(=C1)OC)F)C